(7S)-7-tert-butyl-N-[(1R)-1-[4-(3,5-dimethyl-1H-pyrazol-4-yl)phenyl]-3-(4-hydroxy-1-piperidyl)propyl]-5,6,7,8-tetrahydrothiazolo[5,4-b]quinoline-2-carboxamide C(C)(C)(C)[C@@H]1CC=2C=C3C(=NC2CC1)SC(=N3)C(=O)N[C@H](CCN3CCC(CC3)O)C3=CC=C(C=C3)C=3C(=NNC3C)C